FC(CCS(=O)(=O)NC1=C(C(=C(C=C1F)C1=CC2=C(N=C(N=C2)S(=O)(=O)C)N(C1=O)C(C)C)F)F)(F)F 3,3,3-trifluoro-N-(2,3,6-trifluoro-4-(8-isopropyl-2-(methylsulfonyl)-7-oxo-7,8-dihydropyrido[2,3-d]pyrimidin-6-yl)phenyl)propane-1-sulfonamide